bis(4-(3-amino-4-hydroxyphenoxy) phenyl) sulfone NC=1C=C(OC2=CC=C(C=C2)S(=O)(=O)C2=CC=C(C=C2)OC2=CC(=C(C=C2)O)N)C=CC1O